methyl-2,2'-terephthalamidodiacetate COC(CNC(C1=CC=C(C(=O)NCC(=O)[O-])C=C1)=O)=O